10,10'-(2',3',5'-tris(3-methyl-3H-imidazo[4,5-b]pyridin-2-yl)-[1,1':4',1''-terphenyl]-3,3''-diyl)bis(5-methyl-5,10-dihydrophenazine) CN1C(=NC=2C1=NC=CC2)C2=C(C=C(C(=C2C2=NC=1C(=NC=CC1)N2C)C2=CC(=CC=C2)N2C1=CC=CC=C1N(C=1C=CC=CC21)C)C2=NC=1C(=NC=CC1)N2C)C2=CC(=CC=C2)N2C1=CC=CC=C1N(C=1C=CC=CC21)C